2,5-diethylphenylphosphine oxide C(C)C1=C(C=C(C=C1)CC)[PH2]=O